C(C1=CC(=C(C(=C1)CC)C1(CCCCC1)C(=O)N)CC)C1=CC(=C(C(=C1)CC)C1(CCCCC1)C(=O)N)CC [methylenebis(2,6-diethyl-4,1-phenylene)]bis-cyclohexane-carboxamide